OC1=C(C=C(C=C1)C(C(=O)O)C1=CC(=C(C=C1)O)C(C)(C)C)C(C)(C)C bis(4'-hydroxy-3'-tert-butyl-phenyl)acetic acid